((3-hydroxypropyl)azanediyl)bis(pentane-5,1-diyl) (2E,2'E)-bis(3-pentyltridec-2-enoate) C(CCCC)\C(=C/C(=O)OCCCCCN(CCCCCOC(C=C(CCCCCCCCCC)CCCCC)=O)CCCO)\CCCCCCCCCC